ClC1=NC2=CC=C(C=C2C(=N1)C(CC1CC1)(COC1OCCCC1)C1=CC=CC=C1)C=1C=C(C(N(C1)C)=O)C 5-(2-chloro-4-(1-cyclopropyl-2-phenyl-3-((tetrahydro-2H-pyran-2-yl)oxy)propan-2-yl)quinazolin-6-yl)-1,3-dimethylpyridin-2(1H)-one